4,4'-(5,6-dinitrobenzo[c][1,2,5]thiadiazole-4,7-diyl)bis(N,N-bis(4-(octyloxy)phenyl)aniline) [N+](=O)([O-])C1=C(C=2C(=NSN2)C(=C1[N+](=O)[O-])C1=CC=C(N(C2=CC=C(C=C2)OCCCCCCCC)C2=CC=C(C=C2)OCCCCCCCC)C=C1)C1=CC=C(N(C2=CC=C(C=C2)OCCCCCCCC)C2=CC=C(C=C2)OCCCCCCCC)C=C1